O[C@H]1[C@@H](O[C@@H]([C@H]1O)CO)C1C(N(C=CC1=O)CC=C(C)C)=O ((2S,3R,4S,5R)-3,4-dihydroxy-5-(hydroxymethyl)tetrahydrofuran-2-yl)-1-(3-methylbut-2-en-1-yl)pyridine-2,4(1H,3H)-dione